[Hg](=S)=[Te] mercury sulfide telluride